5-(1-benzofuran-2-yl)-3-hydroxy-2-isopropylphenol trifluoromethanesulfonate FC(S(=O)(=O)OC1=C(C(=CC(=C1)C=1OC2=C(C1)C=CC=C2)O)C(C)C)(F)F